6-[6-methoxy-5-({1-[3-(trifluoromethyl)phenyl]ethyl}carbamoyl)pyridin-3-yl]-N-methyl-1H-indazole-3-carboxamide COC1=C(C=C(C=N1)C1=CC=C2C(=NNC2=C1)C(=O)NC)C(NC(C)C1=CC(=CC=C1)C(F)(F)F)=O